1-allyl-2-(2-chlorophenyl)benzimidazole C(C=C)N1C(=NC2=C1C=CC=C2)C2=C(C=CC=C2)Cl